9-(2-hydroxyphenyl)-10-[3-(dimethylamino)propyl]-3,4,6,7,9,10-hexahydroacridine-1,8(2H,5H)-dione OC1=C(C=CC=C1)C1C=2C(CCCC2N(C=2CCCC(C12)=O)CCCN(C)C)=O